2-ethynyl-N-(1-(4-fluorobenzyl)-2-oxopyrrolidin-3-yl)-N-(3-methoxy-5-(trifluoromethoxy)phenyl)-5,5-dimethyl-4,5-dihydrothiazole-4-carboxamide C(#C)C=1SC(C(N1)C(=O)N(C1=CC(=CC(=C1)OC(F)(F)F)OC)C1C(N(CC1)CC1=CC=C(C=C1)F)=O)(C)C